(2R,3R,4R,5S,6R)-2-(hydroxymethyl)-5-methyl-6-phenoxytetrahydro-2H-pyran-3,4-diol OC[C@H]1O[C@@H]([C@H]([C@H]([C@H]1O)O)C)OC1=CC=CC=C1